Nonadecan-10-yl (tert-butoxycarbonyl)-L-alaninate C(C)(C)(C)OC(=O)N[C@@H](C)C(=O)OC(CCCCCCCCC)CCCCCCCCC